7-(tert-butyl)-5-isopropyl-2-phenylbenzoxazole C(C)(C)(C)C1=CC(=CC=2N=C(OC21)C2=CC=CC=C2)C(C)C